38-oxo-2,5,8,11,14,17,20,23,26,29,32,35-dodecaoxa-39-azadotetracontan-42-oic acid O=C(CCOCCOCCOCCOCCOCCOCCOCCOCCOCCOCCOCCOC)NCCC(=O)O